(4-hydroxyphenyl)-1-(3,4,5-trimethoxyphenyl)-3,4-dihydropyrrolo[1,2-a]pyrazine OC1=CC=C(C=C1)C1N=C(C=2N(C1)C=CC2)C2=CC(=C(C(=C2)OC)OC)OC